(1R,3S,5R)-2-(2-(6-amino-9H-purin-9-yl)acetyl)-N-((3-methylcyclobutyl)methyl)-2-azabicyclo[3.1.0]hexane-3-carboxamide NC1=C2N=CN(C2=NC=N1)CC(=O)N1[C@@H]2C[C@@H]2C[C@H]1C(=O)NCC1CC(C1)C